2,2',7,7'-tetrakis(di-p-tolylamino)spiro-9,9'-bifluorene C1(=CC=C(C=C1)N(C1=CC=2C3(C4=CC(=CC=C4C2C=C1)N(C1=CC=C(C=C1)C)C1=CC=C(C=C1)C)C1=CC(=CC=C1C1=CC=C(C=C13)N(C1=CC=C(C=C1)C)C1=CC=C(C=C1)C)N(C1=CC=C(C=C1)C)C1=CC=C(C=C1)C)C1=CC=C(C=C1)C)C